NC1CCC(CC1)CNC1=CC(=C(C=C1)N1CC2CCC(C1)O2)F N-(((1r,4r)-4-aminocyclohexyl)methyl)-4-(8-oxa-3-azabicyclo[3.2.1]octan-3-yl)-3-fluoroaniline